C(C)(C)(C)OC(=O)N1CCC(CC1)(F)C=1C(=CC=2N(C1)C(=CN2)N2N=CC(=C2)C2=C(C=C(C(=C2)C(NC2CC2)=O)F)C)OCC 4-{3-[4-(5-cyclopropylcarbamoyl-4-fluoro-2-methylphenyl)-pyrazol-1-yl]-7-ethoxy-imidazo[1,2-a]pyridin-6-yl}-4-fluoro-piperidine-1-carboxylic acid tert-butyl ester